SC1=C(C=CC=C1)C(C)=O 1-(2-mercaptophenyl)ethanone